oxepan-4-yl 4-(3-hydroxyphenyl)-7-(2-methoxyphenyl)-2-methyl-5-oxo-1,4,5,6,7,8-hexahydroquinoline-3-carboxylate OC=1C=C(C=CC1)C1C(=C(NC=2CC(CC(C12)=O)C1=C(C=CC=C1)OC)C)C(=O)OC1CCOCCC1